ClC=1C=C(C=CC1Cl)NC(=O)N1CCN(CC1)CC1=C(C=C(C=C1)C(F)(F)F)N1CCC(CC1)C1=CC=CC=C1 N-(3,4-dichlorophenyl)-4-(2-(4-phenylpiperidin-1-yl)-4-(trifluoromethyl)benzyl)piperazine-1-carboxamide